OC1(CCC1)CN1C(N(CC12CCC(CC2)(C2=CC=CC=C2)NC)CC2=CC=C(C=C2)OC)=O 1-[(1-hydroxy-cyclobutyl)-methyl]-3-[(4-methoxyphenyl)-methyl]-8-methylamino-8-phenyl-1,3-diazaspiro[4.5]decan-2-one